N-[(3-Fluorophenyl)-methyl]-4-methyl-2-(2-methyl-propylsulfanyl)-6-morpholin-4-yl-pyridine-3-carboxylic acid amide FC=1C=C(C=CC1)CNC(=O)C=1C(=NC(=CC1C)N1CCOCC1)SCC(C)C